1-(3-(3-(4-aminopyrimidin-2-yl)-5-chlorophenyl)-1,1-dioxidothiomorpholino)prop-2-en-1-one NC1=NC(=NC=C1)C=1C=C(C=C(C1)Cl)C1CS(CCN1C(C=C)=O)(=O)=O